O(C1=CC=CC=C1)C1=CC=C(C=C1)C1N(CCCC1)C1=NC(=NC=C1)CO {4-[2-(4-phenoxyphenyl)piperidin-1-yl]pyrimidin-2-yl}methanol